C(C)(C)(C)OC(NC1=CC(=NC=C1C(C)C)NC(C)=O)=O (2-Acetamido-5-isopropylpyridin-4-yl)carbamic acid tert-butyl ester